3-[6-(3-methoxy-4-methyl-phenoxy)-3-pyridinyl]-1H-imidazo[4,5-b]pyridin-2-one COC=1C=C(OC2=CC=C(C=N2)N2C(NC=3C2=NC=CC3)=O)C=CC1C